lysergic acid, diethylamide C(C)N(C(=O)[C@H]1CN(C)[C@@H]2CC3=CNC4=CC=CC(C2=C1)=C34)CC